O[C@H]1C[C@@H]2COC3=C(C(N2C1)=O)C(=CC(=C3)C)O[C@H](C(F)(F)F)C (2S,11aR)-2-hydroxy-8-methyl-6-(((S)-1,1,1-trifluoropropan-2-yl)oxy)-2,3,11,11a-Tetrahydro-1H,5H-benzo[f]pyrrolo[2,1-c][1,4]oxazepin-5-one